sebacic acid monostearyl amide C(CCCCCCCCCCCCCCCCC)NC(CCCCCCCCC(=O)O)=O